Cl.C(=O)C=1NC2=CC=C(C=C2C1N=CN(C)C)C N'-(2-FORMYL-5-METHYL-1H-INDOL-3-YL)-N,N-DIMETHYLIMIDOFORMAMIDE HYDROCHLORIDE